4-chloro-2-((3-(4-fluorophenethyl)-1,2,4-oxadiazol-5-yl)methyl)-5-(hydroxymethyl)pyridazin-3(2H)-one ClC=1C(N(N=CC1CO)CC1=NC(=NO1)CCC1=CC=C(C=C1)F)=O